6-(2-chloro-5-methoxyphenyl)-3-(3-methylthieno[2,3-c]pyridin-4-yl)thieno[3,2-d]pyrimidine-2,4(1H,3H)-dione ClC1=C(C=C(C=C1)OC)C1=CC=2NC(N(C(C2S1)=O)C1=C2C(=CN=C1)SC=C2C)=O